methyl 1-((6-bromo-3-(6-chlorochromane-3-carbonyl)-1H-indol-1-yl)methyl)cyclopropane-1-carboxylate BrC1=CC=C2C(=CN(C2=C1)CC1(CC1)C(=O)OC)C(=O)C1COC2=CC=C(C=C2C1)Cl